2-(4-((1-methyl-1H-benzo[d]imidazol-6-yl)oxy)-3,5-bis(trifluoromethyl)phenyl)-3,5-dioxo-2,3,4,5-tetrahydro-1,2,4-triazine-6-carbonitrile CN1C=NC2=C1C=C(C=C2)OC2=C(C=C(C=C2C(F)(F)F)N2N=C(C(NC2=O)=O)C#N)C(F)(F)F